O1C(=NN=C1)C=1C(N(C2=NC(=CC=C2C1OC(NC)=O)C(F)(F)F)C1=CC=CC=C1)=O (3-(1,3,4-oxadiazol-2-yl)-2-oxo-1-phenyl-7-(trifluoromethyl)-1,2-dihydro-1,8-Naphthyridin-4-yl)(methyl)carbamate